ClC=1C(=C(C(=CC1)F)C=1C(N(N=C(C1O)C)C)=O)CCC=1C=NN(C1)C 4-[3-chloro-6-fluoro-2-[2-(1-methylpyrazol-4-yl)ethyl]phenyl]-5-hydroxy-2,6-dimethyl-pyridazin-3-one